1-[(3-amino-6-cyclopropyl-1H-pyrazolo[3,4-b]pyrazin-1-yl)methyl]cyclopentan-1-ol NC1=NN(C2=NC(=CN=C21)C2CC2)CC2(CCCC2)O